FC1=C(C(=O)OC)C=CC(=C1)OC[C@H](CN1N=CN=N1)OS(=O)(=O)C Methyl (S)-2-fluoro-4-(2-((methylsulfonyl)oxy)-3-(2H-tetrazol-2-yl)propoxy)benzoate